N-((6-chloro-1-(1-methylcyclopropoxy)-2,7-naphthyridin-4-yl)methylene)-2-methylpropane-2-sulfinamide ClC=1C=C2C(=CN=C(C2=CN1)OC1(CC1)C)C=NS(=O)C(C)(C)C